N-(2-(1-(Dimethylamino)ethyl)benzyl)-N-(2-oxo-2-((2'-oxo-1,1',2',3-tetrahydrospiro[indene-2,3'-pyrrolo[2,3-b]pyridin]-5-yl)amino)ethyl)pivalamide CN(C(C)C1=C(CN(C(C(C)(C)C)=O)CC(NC=2C=C3CC4(C(NC5=NC=CC=C54)=O)CC3=CC2)=O)C=CC=C1)C